((3-(((((9H-fluoren-9-yl)methoxy)carbonyl)(isobutyl)amino)methyl)-7-bromoisoquinolin-6-yl)difluoromethyl)phosphonic acid C1=CC=CC=2C3=CC=CC=C3C(C12)COC(=O)N(CC(C)C)CC=1N=CC2=CC(=C(C=C2C1)C(F)(F)P(O)(O)=O)Br